Cl.NC(C)C1=CC(=C(C(=O)OC)C(=C1)F)F methyl 4-(1-aminoethyl)-2,6-difluorobenzoate hydrochloride